(E)-dec-4-ene CCC\C=C\CCCCC